isopropyl (5-(2-(2-(4-(3-(2-(aminomethyl)-5-(4-methylthiazol-5-yl)phenoxy)propyl)piperazin-1-yl)acetamido)imidazo[1,2-a]pyridin-6-yl)pyridin-3-yl)(methyl)carbamate NCC1=C(OCCCN2CCN(CC2)CC(=O)NC=2N=C3N(C=C(C=C3)C=3C=C(C=NC3)N(C(OC(C)C)=O)C)C2)C=C(C=C1)C1=C(N=CS1)C